3-(4-fluorophenyl)-7-methyl-1H-indole-2-carboxylic acid FC1=CC=C(C=C1)C1=C(NC2=C(C=CC=C12)C)C(=O)O